tert-butyl 2-((4-formylbenzyl)oxy)-3-iodo-5,8-dihydro-1,7-naphthyridine-7(6H)-carboxylate C(=O)C1=CC=C(COC2=NC=3CN(CCC3C=C2I)C(=O)OC(C)(C)C)C=C1